3-chloro-8-methyl-2-piperazin-1-yl-quinoline ClC=1C(=NC2=C(C=CC=C2C1)C)N1CCNCC1